O1CCC(CC1)SCC1=NC2=CC=CC=C2C=N1 2-(((tetrahydro-2H-pyran-4-yl)thio)methyl)quinazolin